(2R,3R,4R)-3-[(1E,3E)-5-[3-chloro-2-(fluoromethoxy)-6-hydroxy-5-[(1E)-(hydroxyimino)methyl]-4-methylphenyl]-3-methylpenta-1,3-dien-1-yl]-2,3,4-trimethylcyclohexan-1-one ClC=1C(=C(C(=C(C1C)/C=N/O)O)C/C=C(/C=C/[C@@]1([C@H](C(CC[C@H]1C)=O)C)C)\C)OCF